1-(4-((3-(3-fluoro-4-methoxy-phenyl)imidazo[1,2-a]pyrazin-8-yl)amino)-2-methylbenzoyl)-N-(2-(methyl-amino)ethyl)piperidine-4-carboxamide hydrochloride Cl.FC=1C=C(C=CC1OC)C1=CN=C2N1C=CN=C2NC2=CC(=C(C(=O)N1CCC(CC1)C(=O)NCCNC)C=C2)C